C(C)(C)(C)OC(=O)NCC(CC(=O)O)C1=CC(=CC=C1)C1=CSC=C1 4-((Tert-Butoxycarbonyl)amino)-3-(3-(thiophen-3-yl)phenyl)butanoic acid